CC([C@H](OC1=CC=C(C(=O)OC2=NC(=NC(=N2)OC)OC)C=C1)C1=CC=C(C=C1)C1=CC=C(C=C1)C(F)(F)F)C 4,6-Dimethoxy-1,3,5-triazin-2-yl (S)-4-(2-methyl-1-(4'-(trifluoromethyl)-[1,1'-biphenyl]-4-yl)propoxy)benzoate